C1=CC=CC=2C=CC3=C(C4=C(O3)C(=CC=C4)C=4C=C(C=CC4)C=4C=C(C=CC4)C4=NC(=NC(=N4)C4=CC=CC=C4)C4=CC=CC=C4)C12 2-{3-[3-(benzo[b]naphtho[1,2-d]furan-8-yl)phenyl]phenyl}-4,6-diphenyl-1,3,5-triazin